FC(C(=O)O)(F)F.N[C@@H](CC(=O)N)C#C (3S)-3-Aminopent-4-ynamide trifluoroacetate salt